[Si](C)(C)(C(C)(C)C)OCCCNC1=C(C=CC(=C1)C=1N(C=C(N1)C(F)(F)F)C(C)C)CN1N=CC=2C1=NC(=NC2)C2=C(C=CC=C2OC)Cl N-(3-((tert-butyldimethylsilyl)oxy)propyl)-2-((6-(2-chloro-6-methoxyphenyl)-1H-pyrazolo[3,4-d]pyrimidin-1-yl)methyl)-5-(1-isopropyl-4-(trifluoromethyl)-1H-imidazol-2-yl)aniline